tetrahydrofuran-3-yl-4-nitrobenzoate O1CC(CC1)OC(C1=CC=C(C=C1)[N+](=O)[O-])=O